CC1(CCNCC1)C(=O)N 4-methylpiperidine-4-carboxamide